1-(Nitrophenyl)piperazin [N+](=O)([O-])C1=C(C=CC=C1)N1CCNCC1